4-(2-hydroxyethanesulfonylamino)-N-(3-methyl-1,2,3,4-tetrahydrobenzo[4,5]imidazo[1,2-a]pyridin-6-yl)-2-(6-azaspiro[2.5]octan-6-yl)benzamide OCCS(=O)(=O)NC1=CC(=C(C(=O)NC2=CC=CC3=C2N=C2N3CCC(C2)C)C=C1)N1CCC2(CC2)CC1